C(C)(C)(C)OC(C(C)(C)Cl)=O 2-chloro-2-methyl-propionic acid tert-butyl ester